CC1=CC(=NN1)NC1=CN=C2C(=N1)N(N=C2)C2CCC(CC2)O (1r,4r)-4-(6-((5-methyl-1H-pyrazol-3-yl)amino)-1H-pyrazolo[3,4-b]pyrazin-1-yl)cyclohexan-1-ol